2-phenylpropionic acid chloromethyl ester ClCOC(C(C)C1=CC=CC=C1)=O